2-methyl-2-[5-[(3R)-3-amino-5,5,7-trifluoro-2-oxo-1-[[4-[5-(trifluoromethoxy)-2-pyridyl]phenyl]methyl]-3,4-dihydro-1-benzazepin-8-yl]-1,3,4-oxadiazol-2-yl]propanenitrile CC(C#N)(C)C=1OC(=NN1)C1=CC2=C(C(C[C@H](C(N2CC2=CC=C(C=C2)C2=NC=C(C=C2)OC(F)(F)F)=O)N)(F)F)C=C1F